FC1(CCN(CC1)C(=O)OC(C)(C)C)C(CC(=O)OC)=O tert-Butyl 4-fluoro-4-(3-methoxy-3-oxopropanoyl)piperidine-1-carboxylate